O1CCC[C@]12CNCC2 (S)-1-oxa-7-azaspiro[4.4]nonan